4-(ethylamino)-butanoic acid hydrochloride Cl.C(C)NCCCC(=O)O